(Z)-tert-butyl (tert-butoxycarbonylamino)(3-(6-chloro-2-(3,4-dichlorophenylamino)-9H-carbazol-9-yl)propylamino)methylenecarbamate C(C)(C)(C)OC(=O)N\C(\NCCCN1C2=CC=C(C=C2C=2C=CC(=CC12)NC1=CC(=C(C=C1)Cl)Cl)Cl)=N/C(OC(C)(C)C)=O